N[C@H]1[C@@H](CCC1)O |r| racemic-trans-2-aminocyclopentanol